amino-oxyethyl-carbamate NOCCNC([O-])=O